7-(4-ethyl-1,2,4-triazol-3-yl)-5-[4-(3-methylsulfonylpropoxy)phenoxy]imidazo[1,5-a]pyridine C(C)N1C(=NN=C1)C1=CC=2N(C(=C1)OC1=CC=C(C=C1)OCCCS(=O)(=O)C)C=NC2